3-(3-Dimethylaminopropyl)carbodiimide CN(CCCN=C=N)C